F/C(=C/[C@H](C[C@H]1C(NCC1)=O)NC(OC(C)(C)C)=O)/S(=O)(=O)C tert-butyl N-[(Z,1S)-3-fluoro-3-methylsulfonyl-1-[[(3S)-2-oxopyrrolidin-3-yl]methyl]allyl]carbamate